3,3-di-bromo-1-((2-(trimethylsilyl)ethoxy)methyl)-1,3-dihydro-2H-pyrrolo[3,2-c]pyridin-2-one BrC1(C(N(C2=C1C=NC=C2)COCC[Si](C)(C)C)=O)Br